4-Bromo-6-methyl-7-oxo-1-p-toluenesulfonyl-6,7-dihydro-1H-pyrrolo[2,3-c]pyridine-2-carboxylate BrC=1C2=C(C(N(C1)C)=O)N(C(=C2)C(=O)[O-])S(=O)(=O)C2=CC=C(C)C=C2